BrC=1C=C2C3=C(C(=C(OC3=C(C(=C2C2=CC=CC=C2)C2=CC=CC=C2)C=2NCCCN2)C2=CC=CC=C2)C2=CC=CC=C2)C1 2-(5-bromo-2,3,7,8-tetraphenylbenzo[de]chromen-9-yl)-1,4,5,6-tetrahydropyrimidine